[Cl-].C(CCC)[N+]1(C(CCCC1)C(NC1=C(C=CC=C1C)C)=O)COC(CCC)=O 1-butyl-1-((butyryloxy)methyl)-2-((2,6-dimethylphenyl)carbamoyl)piperidin-1-ium chloride